FC(C(=O)N[C@@H]([C@H](O)C1=CC2=C(OCCO2)C(=C1)F)CN1CCCC1)(C=1N=C(SC1)C1=CC=C(C=C1)F)F 2,2-difluoro-N-((1r,2r)-1-(8-fluoro-2,3-dihydrobenzo[b][1,4]dioxin-6-yl)-1-hydroxy-3-(pyrrolidin-1-yl)propan-2-yl)-2-(2-(4-fluorophenyl)thiazol-4-yl)acetamide